[1-(5,5-dioxo-6,11-dihydrobenzo[c][1]benzothiepin-11-yl)-4-piperidyl]-(3-pyridyl)methanol O=S1(CC2=C(C(C3=C1C=CC=C3)N3CCC(CC3)C(O)C=3C=NC=CC3)C=CC=C2)=O